(S)-N-(2-cyclopropyl-oxazolo[4,5-b]pyridin-5-yl)-2-((S)-4,4-difluoro-3-(6-oxo-1,6-dihydropyridin-3-yl)piperidin-1-yl)propionamide C1(CC1)C=1OC=2C(=NC(=CC2)NC([C@H](C)N2C[C@@H](C(CC2)(F)F)C2=CNC(C=C2)=O)=O)N1